C(CCCCCCC)C1=CC=C(C=C1)C1=CC2=C(C3=C(S2)C=C(S3)C3=CC=C(C=C3)CCCCCCCC)S1 2,6-bis(4-octylphenyl)-dithieno[3,2-b:2',3'-d]thiophene